2-(4-((2-Hydroxyethyl)(methyl)amino)butyl)-4-phenylpyridazin-3(2H)-on OCCN(CCCCN1N=CC=C(C1=O)C1=CC=CC=C1)C